copper(0) copper(I) iodide [Cu]I.[Cu]